C(C=C)(=O)OCCCCCCCCCCCCCCCCCCCCCC behenyl alcohol acrylate